Cl.N1CC(C1)C(=O)OC methyl azetidine-3-carboxylate monohydrochloride